C1(CC1)NC(C1=C(C=C(C=C1OC)C1=CN=C2N1C=CC(=C2)C(CC)(OC)CC)OC(F)F)=O N-cyclopropyl-2-(difluoromethoxy)-4-[7-(1-ethyl-1-methoxypropyl)imidazo[1,2-a]pyridin-3-yl]-6-methoxybenzamide